FC(C1=NN=C(O1)C1=CC=C(C=C1)CC1=CC(=NO1)C1=CC2=C(N=C(S2)N)C=C1)F 6-[5-[[4-[5-(difluoromethyl)-1,3,4-oxadiazol-2-yl]phenyl]methyl]-1,2-oxazol-3-yl]-1,3-benzothiazol-2-amine